5-(4-cyanotetrahydro-2H-pyran-4-yl)-2-methoxybenzenesulfonamide C(#N)C1(CCOCC1)C=1C=CC(=C(C1)S(=O)(=O)N)OC